(4aS,5aS)-4,4a,5,5a-Tetrahydrocyclopropa[4,5]pyrrolo[1,2-c][1,2,3]oxadiazol-6-ium-3-olate N=1OC(=C2[N+]1[C@@H]1[C@H](C2)C1)[O-]